3-(1-methyl-1H-indol-4-yl)-1-((tetrahydro-2H-pyran-4-yl)methyl)-1H-pyrrole-2,5-dione CN1C=CC2=C(C=CC=C12)C=1C(N(C(C1)=O)CC1CCOCC1)=O